4-hydroxy-1,2,2,6,6-pentamethyl-piperidine OC1CC(N(C(C1)(C)C)C)(C)C